Sodium dioxoalumanuide O=[Al-]=O.[Na+]